NC1=C(C=C(C=N1)C1=NN2C(=C1)C1(CN(CC1)C(=O)N[C@H](C)C1=C(C=C(C=C1)C#N)Cl)OCC2)OC(F)(F)F 2-[6-amino-5-(trifluoromethoxy)pyridin-3-yl]-N-[(1R)-1-(2-chloro-4-cyanophenyl)ethyl]-6,7-dihydrospiro[pyrazolo[5,1-c][1,4]oxazine-4,3'-pyrrolidine]-1'-carboxamide